FC(C(C(C(C(C(C(C(C(C(F)(F)F)(F)F)(F)F)(F)F)(F)F)(F)F)(F)F)(F)F)(F)F)(CCO)F 2-(perfluorodecyl)ethanol